(S)-2-methyl-4-(methyl(2-(pyrrolidin-1-yl)-4-(trifluoromethyl)benzyl)amino)piperidine-1-carboxylate C[C@@H]1N(CCC(C1)N(CC1=C(C=C(C=C1)C(F)(F)F)N1CCCC1)C)C(=O)[O-]